4-((2,6-difluorobenzyl)amino)-2-((1-(2-(dimethylamino)ethyl)-1H-pyrazol-4-yl)amino)pyrimidin-5-carboxamide FC1=C(CNC2=NC(=NC=C2C(=O)N)NC=2C=NN(C2)CCN(C)C)C(=CC=C1)F